BrC=1C=C(C=CC1)C1(CSC1)CC1=NN=CN1C 3-((3-(3-bromophenyl)thietan-3-yl)methyl)-4-methyl-4H-1,2,4-triazole